ClC=1N=C(SC1)OC1=CC=C(CC2=NOC(=C2)C=2C(=NC=CC2)N)C=C1 3-(3-(4-((4-chlorothiazol-2-yl)oxy)benzyl)isoxazol-5-yl)pyridin-2-amine